ClC=1C(=C(C=CC1)C(C)=O)O 1-(3-chloro-2-hydroxyphenyl)ethanone